tert-butyl (1R,2R,3S,5S)-3-((5-(4-chloro-2-(methoxymethoxy)phenyl)-1,3,4-thiadiazol-2-yl)(methyl)amino)-2-fluoro-8-azabicyclo[3.2.1]octane-8-carboxylate ClC1=CC(=C(C=C1)C1=NN=C(S1)N([C@@H]1[C@@H]([C@H]2CC[C@@H](C1)N2C(=O)OC(C)(C)C)F)C)OCOC